(S)-(R)-mandelic acid C([C@@H](O)C1=CC=CC=C1)(=O)O